di(isononyl)hexylcyclohexane C(CCCCCC(C)C)C1(CCC(CC1)CCCCCC)CCCCCCC(C)C